7-(2-(tert-butoxy)-2-oxoethyl)-1,4,7,10-tetraazacyclododecane-1,4-dicarboxylic acid dibenzyl ester C(C1=CC=CC=C1)OC(=O)N1CCN(CCN(CCNCC1)CC(=O)OC(C)(C)C)C(=O)OCC1=CC=CC=C1